C(C)C1=C(C=CC=C1)N1CCN(CC1)C(C1=CC(=C(C(=C1)OC)OC)OC)=O 1-(2-Ethylphenyl)-4-(3,4,5-trimethoxybenzoyl)piperazine